propylene glycol isophthalate adipate C(CCCCC(=O)O)(=O)O.C(C1=CC(C(=O)O)=CC=C1)(=O)O.C(C(C)O)O